C1(CC1)C=1C=C(C(N(C1)C)=O)NC=1SC=2C(=NC=C(C2)OC2=CC(=NC=C2)NC(C)=O)N1 N-(4-((2-((5-cyclopropyl-1-methyl-2-oxo-1,2-dihydropyridin-3-yl)amino)thiazolo[4,5-b]pyridin-6-yl)oxy)pyridin-2-yl)acetamide